1-(4-amino-7-(4-(3-aminopropyl)benzyl)-2-butyl-1H-imidazo[4,5-C]quinolin-1-yl)-2-methylpropan-2-ol NC1=NC=2C=C(C=CC2C2=C1N=C(N2CC(C)(O)C)CCCC)CC2=CC=C(C=C2)CCCN